(R)-5-Cyclobutyl-3-((1-(3-(difluoromethyl)-2-fluorophenyl)ethyl)amino)-1H-pyrrolo[3,4-c]pyridine-1,6(5H)-dione C1(CCC1)N1C=C2C(=CC1=O)C(N=C2N[C@H](C)C2=C(C(=CC=C2)C(F)F)F)=O